3-(3'-hydroxyphenyl)propionic acid OC=1C=C(C=CC1)CCC(=O)O